3-tert-Butyl-[1,2,4]oxadiazole-5-carboxylic acid (6-{2-[3,5-dimethyl-1-(tetrahydro-pyran-4-yl)-1H-pyrazol-4-yl]-3H-imidazo[4,5-b]pyridin-7-yl}-1,2,3,4-tetrahydro-naphthalen-1-yl)-amide CC1=NN(C(=C1C1=NC=2C(=NC=CC2C=2C=C3CCCC(C3=CC2)NC(=O)C2=NC(=NO2)C(C)(C)C)N1)C)C1CCOCC1